N-vanillyl-9E-octadecenamid C(C1=CC(OC)=C(O)C=C1)NC(C=CCCCCCCCCCCCCCCC)=O